dimethyl-5,6-dihydro-4H-5,6-oxazine CC1(C=CCNO1)C